10-chloro-4-(piperidin-4-yl)pyrimido[1,2-b]indazol-2(1H)-one hydrochloride Cl.ClC=1C2=C3N(N=C2C=CC1)C(=CC(N3)=O)C3CCNCC3